(5S,6S)-5-(4-(4-(dimethoxymethyl)piperidin-1-yl)phenyl)-6-isopropyl-5,6,7,8-tetrahydronaphthalen-2-ol COC(C1CCN(CC1)C1=CC=C(C=C1)[C@H]1C=2C=CC(=CC2CC[C@H]1C(C)C)O)OC